N1N=C(C=C1)CN1N=CC2=C(C1=O)N=CC(=C2)S(=O)(=O)C=2C=NN(C2)C 7-((1H-pyrazol-3-yl)methyl)-3-((1-methyl-1H-pyrazol-4-yl)sulfonyl)pyrido[2,3-d]pyridazin-8(7H)-one